4-(cycloheptylamino)-2-((8-(2-oxopyrrolidin-1-yl)-2,3-dihydrobenzo[b][1,4]dioxin-5-yl)amino)-7H-pyrrolo[2,3-d]pyrimidine-5-carbonitrile C1(CCCCCC1)NC=1C2=C(N=C(N1)NC1=CC=C(C=3OCCOC31)N3C(CCC3)=O)NC=C2C#N